C1(=CC=CC=C1)C(CO)C1=CC=CC=C1 2,2-Diphenylethanol